cis-2-(4-(cyclopentylamino)phenyl)-1-(2-fluoro-6-methylbenzoyl)-N-(2-methyl-1,2,3,4-tetrahydroisoquinolin-6-yl)octahydro-1H-cyclopenta[b]pyridine-3-carboxamide C1(CCCC1)NC1=CC=C(C=C1)C1C(CC2C(N1C(C1=C(C=CC=C1C)F)=O)CCC2)C(=O)NC=2C=C1CCN(CC1=CC2)C